2-(difluoromethyl)-N-[(3R)-1,1,3-trimethylindan-4-yl]pyridine-3-carboxamide FC(C1=NC=CC=C1C(=O)NC1=C2[C@@H](CC(C2=CC=C1)(C)C)C)F